FC1=C(C(=O)N[C@@H](C(N2CCC3(C(CNC3=O)C=3C=NC=CC3)CC2)=O)C(C)C)C=C(C=C1)C(F)(F)F 2-fluoro-N-((2R)-3-methyl-1-oxo-1-(1-oxo-4-(pyridin-3-yl)-2,8-diazaspiro[4.5]decan-8-yl)butan-2-yl)-5-(trifluoromethyl)benzamide